5-((4-bromophenoxy)methyl)-3-(methoxymethyl)-2-methyl-1,4-dioxane BrC1=CC=C(OCC2OC(C(OC2)C)COC)C=C1